(S)-2-amino-5-(4-(2-hydroxy-2-(1-methyl-1H-indazol-7-yl)acetamido)-2-methylphenyl)-N-isopropylnicotinamide NC1=C(C(=O)NC(C)C)C=C(C=N1)C1=C(C=C(C=C1)NC([C@H](C=1C=CC=C2C=NN(C12)C)O)=O)C